FC(C1=CC=C(C=C1)C1=CC2=C(N=C3N(C2=O)CCCC3)O1)(F)F 2-(4-trifluoromethylphenyl)-6,7,8,9-tetrahydro-4H-furo[2,3-D]pyrido[1,2-a]pyrimidin-4-one